C(CCCCC(=O)[O-])(=O)OCC\C=C/CCCCC [(Z)-non-3-enyl] hexanedioate